ClC1=C(C#N)C=CC(=C1)N1CC2(C[C@H]1C)CCN(CC2)C=2N=NC(=CC2)C(=O)N2CC(C2)CN2CCC(CC2)C2=CC(=CC=C2)NC2C(NC(CC2)=O)=O 2-Chloro-4-((3R)-8-(6-(3-((4-(3-((2,6-dioxo-piperidin-3-yl)amino)-phenyl)piperidin-1-yl)-methyl)azetidine-1-carbonyl)pyridazin-3-yl)-3-methyl-2,8-diazaspiro[4.5]decan-2-yl)benzonitrile